ClC1=NC=C2C=C(C(N(C2=C1)C)=O)B1OC(C(O1)(C)C)(C)C 7-chloro-1-methyl-3-(4,4,5,5-tetramethyl-1,3,2-dioxaborolan-2-yl)-1,6-naphthyridin-2-one